OC(CO)N 1,2-dihydroxyethylamine